F[B-](F)(F)F.F[B-](F)(F)F.CC1=C(C=CC(=C1)C)C1=C[N+]2=C(C3=[N+]1C=CC=C3)C=CC=C2 6-(2,4-Dimethylphenyl)dipyrido[1,2-a:2',1'-c]pyrazine-5,8-diium bis(tetrafluoroborate)